Methyl 1-[(3R)-3-(3-chlorophenoxy)pyrrolidin-1-yl]-4,4-difluorocyclohexane-1-carboxylate ClC=1C=C(O[C@H]2CN(CC2)C2(CCC(CC2)(F)F)C(=O)OC)C=CC1